CC1=CC(N(C=2N=CN=CC21)C2=CC(=C(C=C2)C(F)(F)F)CN2CCN(CC2)C)=O 5-methyl-8-(3-((4-methylpiperazin-1-yl)methyl)-4-(trifluoromethyl)phenyl)pyrido[2,3-d]pyrimidin-7(8H)-one